6-Acetyl-8-cyclopentyl-2-[5-(2-diethylamino-ethoxy)-pyridin-2-ylamino]-5-methyl-8H-pyrido[2,3-d]pyrimidin-7-one C(C)(=O)C1=C(C2=C(N=C(N=C2)NC2=NC=C(C=C2)OCCN(CC)CC)N(C1=O)C1CCCC1)C